titanium 2-ethyl-1,3-hexanediol C(C)C(CO)C(CCC)O.[Ti]